Methyl (Z)-2-((dimethylamino)methylene)-3-oxoglutarate CN(C)\C=C(/C(=O)OC)\C(CC(=O)[O-])=O